O=C1N(CC2N1CCNC2)CC21CC(C2)(C1)C(=O)O 3-((3-oxohexahydroimidazo[1,5-a]pyrazin-2(3H)-yl)methyl)bicyclo[1.1.1]pentane-1-carboxylic acid